2-((4-fluoro-2-isopropylphenyl)amino)-4-methylbenzoic acid FC1=CC(=C(C=C1)NC1=C(C(=O)O)C=CC(=C1)C)C(C)C